C(C)OC(C(C1=C2N(C=N1)C[C@@H](C2)F)N2CC1=C(C=C(C=C1C2=O)C2=CC=C(C=C2)N2CCN(CC2)C(=O)OC(C)(C)C)F)=O tert-butyl 4-[4-[2-[2-ethoxy-1-[(6R)-6-fluoro-6,7-dihydro-5H-pyrrolo[1,2-c]imidazol-1-yl]-2-oxo-ethyl]-7-fluoro-3-oxo-isoindolin-5-yl]phenyl]piperazine-1-carboxylate